2-deoxy-2-[[(2,2,2-trichloroethoxy)carbonyl]amino]-3,4,6-O-triacetyl-α-D-glucopyranosyl bromide ClC(COC(=O)N[C@H]1[C@H](O[C@@H]([C@]([C@@]1(O)C(C)=O)(O)C(C)=O)COC(C)=O)Br)(Cl)Cl